C(C)NC(NC=1C=C(C(NN1)=O)CN1CCN(CC1)C=1C=CC(=NC1C(F)(F)F)C(=O)NC)=O 5-(4-((6-(3-ethylureido)-3-oxo-2,3-dihydropyridazin-4-yl)methyl)piperazin-1-yl)-N-methyl-6-(trifluoromethyl)picolinamide